allyl-2-sulfanyl-acetamide C(C=C)C(C(=O)N)S